N-[(1s,4s)-4-{[2-(trifluoromethyl)imidazo[1,2-a]pyridin-5-yl]amino}cyclohexyl]-1H-pyrazole-4-carboxamide FC(C=1N=C2N(C(=CC=C2)NC2CCC(CC2)NC(=O)C=2C=NNC2)C1)(F)F